(1S,3S)-3-((5-(3-formylthiophen-2-yl)-3-methylpyrazin-2-yl)oxy)cyclohexane C(=O)C1=C(SC=C1)C=1N=C(C(=NC1)OC1CCCCC1)C